FC(C=1C=C(N[C@H](C)C=2C=C(C=C3C(C(=C(OC23)C2=CC=CC=C2)C)=O)C)C=CC1)F 8-[(1R)-1-[3-(Difluoromethyl)anilino]ethyl]-3,6-dimethyl-2-phenyl-chromen-4-one